4-(2-hydroxyphenyl)-1H-benzo[b][1,4]diazepine-2(3H)-one OC1=C(C=CC=C1)C1=NC2=C(NC(C1)=O)C=CC=C2